BrC1=C(C(=CC(=C1)C(C(F)(F)F)(C(F)(F)F)F)C(F)(F)F)NC(C1=C(C(=CC=C1)N(C(C1=CC=C(C=C1)S(=O)(=O)C)=O)CC1CC1)F)=O N-(2-Bromo-4-(perfluoropropan-2-yl)-6-(trifluoromethyl)phenyl)-3-(N-(cyclopropylmethyl)-4-(methylsulfonyl)benzamido)-2-fluorobenzamid